1,1,8,8-octanetetracarboxylic acid C(CCCCCCC(C(=O)O)C(=O)O)(C(=O)O)C(=O)O